C(C)(C)(C)N=C(N(C1CCCCC1)C1CCCCC1)O t-butyl-dicyclohexyl-isourea